(3R,4R)-4-fluoropyrrolidin-3-yl (S)-1-(4-fluorophenyl)-3,4-dihydroisoquinoline-2(1H)-carboxylate FC1=CC=C(C=C1)[C@@H]1N(CCC2=CC=CC=C12)C(=O)O[C@@H]1CNC[C@H]1F